2,3-dimethyl-7-(2-(2-methylpyridin-4-yl)tetrahydro-2H-pyran-4-yl)-5-(3-(trifluoromethyl)bicyclo[1.1.1]pentan-1-yl)pyrido[4,3-d]pyrimidin-4(3H)-one CC=1N(C(C2=C(N1)C=C(N=C2C21CC(C2)(C1)C(F)(F)F)C1CC(OCC1)C1=CC(=NC=C1)C)=O)C